6-chloro-N-((1R,2R,4S)-7-cyano-7-azabicyclo[2.2.1]heptan-2-yl)-1-(6-(2,2,2-trifluoroethoxy)-2-pyridinyl)-1H-indazole-5-carboxamide ClC1=C(C=C2C=NN(C2=C1)C1=NC(=CC=C1)OCC(F)(F)F)C(=O)N[C@H]1[C@H]2CC[C@@H](C1)N2C#N